CN(CC(=O)NC1(COCC1)C)C=1C2=C(N=C(N1)C=1N=CN(C1)C)CCC2 2-{methyl[2-(1-methyl-1H-imidazol-4-yl)-5H,6H,7H-cyclopenta[d]pyrimidin-4-yl]amino}-N-(3-methyloxolan-3-yl)acetamide